BrC1=CC=CC=2C3=CC=CC=C3C(C12)=O 1-Bromo-fluoren-9-one